ClC1=C(C(=CC=C1)C)NC(=O)C1=CN=C(S1)NC1=CC(=NC(=N1)C)N1[C@H]2CN([C@@H](C1)C2)C(=O)OC(C)(C)C tert-butyl (1R,4R)-5-(6-((5-((2-chloro-6-methylphenyl)carbamoyl)thiazol-2-yl)amino)-2-methylpyrimidin-4-yl)-2,5-diazabicyclo[2.2.1]heptane-2-carboxylate